C(C)(C)(C)OC(=O)N1CC(CC1)C=1C=C2C(=NC=NC2=CC1)NC1=C(C2=C(C=NS2)C=C1)F tert-Butyl-3-[4-[(7-fluoro-1,2-benzothiazol-6-yl)amino]quinazolin-6-yl]pyrrolidine-1-carboxylate